FCS(=O)(=O)C1=COC2=C1C=C(C=C2)C(=O)NCC2=NC=C1C=CC(=NC1=C2)C2=NC(=CC=C2)C(F)(F)F 3-((Fluoromethyl)sulfonyl)-N-((2-(6-(trifluoromethyl)pyridin-2-yl)-1,6-naphthyridin-7-yl)methyl)benzofuran-5-carboxamide